CN1N=CC(=C1)C1=NN2C(=NC=3C(=CC=CC3C2=N1)C(F)(F)F)N[C@@H]1C(NCCCC1)=O (3S)-3-{[2-(1-methyl-1H-pyrazol-4-yl)-7-(trifluoromethyl)[1,2,4]triazolo[1,5-c]quinazolin-5-yl]amino}azepan-2-one